1-(tert-butyl) 2-methyl (S)-azetidine-1,2-dicarboxylate N1([C@@H](CC1)C(=O)OC)C(=O)OC(C)(C)C